[Br-].N1C=[NH+]C=C1 imidazolium bromide salt